ClC1=C(CCNC(=O)C=2N=C(SC2)C#C)C=CC=C1 N-(2-Chlorophenethyl)-2-ethynylthiazole-4-carboxamide